ClC1=C(C=CC(=C1)Cl)C1=NC(=NC=C1C=1NC(=CN1)C)NCCNC1=CC=C(C=N1)C#N 6-[2-[[4-(2,4-Dichlorophenyl)-5-(5-methyl-1H-imidazol-2-yl)pyrimidin-2-yl]amino]ethylamino]pyridin-3-carbonitril